[4-[2-(tert-butylamino)-2-oxo-ethyl]piperazin-1-yl]-N-[(5-isobutyl-1-phenyl-pyrazol-3-yl)methyl]acetamide Sodium Acrylamidomethyl-PropaneSulphonate C(C=C)(=O)NCOS(=O)(=O)CCC.[Na].C(C)(C)(C)NC(CN1CCN(CC1)CC(=O)NCC1=NN(C(=C1)CC(C)C)C1=CC=CC=C1)=O